2-tert-butyl(3-(3-(9-(2,6-dioxopiperidin-3-yl)-9H-pyrido[2,3-b]indol-6-yl)propoxy)propyl)(methyl)carbamate C(C)(C)(C)C(CN(C([O-])=O)C)COCCCC=1C=C2C3=C(N(C2=CC1)C1C(NC(CC1)=O)=O)N=CC=C3